C(=O)(O)C(O)C(O)C(=O)O.C(C1=CC=CC=C1)N1CCN(CC1)CC(=O)NN 2-(4-benzyl-1-piperazinyl)acethydrazide tartrate